(4-hydroxyphenyl)methyl-((2-methylphenyl)methyl)sulphonium triflate [O-]S(=O)(=O)C(F)(F)F.OC1=CC=C(C=C1)C[SH+]CC1=C(C=CC=C1)C